C(CCC)NC=1NN=CC1 Butyl-2H-pyrazol-3-ylamine